1-(pyrazin-2-yl)indoline-5-carboxylic acid N1=C(C=NC=C1)N1CCC2=CC(=CC=C12)C(=O)O